FC(C=1C=C(C=NC1C1=NC=CC=N1)N=C(C1=CC=CC=C1)C1=CC=CC=C1)F N-(5-(difluoromethyl)-6-(pyrimidin-2-yl)pyridin-3-yl)-1,1-diphenylmethanimine